FC1=C(C(=CC2=C1C[C@@H](CS2)NCCC2(CCC2)CO)O)N2CC(NS2(=O)=O)=O 5-[(3S)-5-fluoro-7-hydroxy-3-({2-[1-(hydroxymethyl)cyclobutyl]ethyl}amino)-3,4-dihydro-2H-1-benzothiopyran-6-yl]-1λ6,2,5-thiadiazolidine-1,1,3-trione